lithium (E)-3-(2-ethoxyvinyl)-5-(4-(1-methylpiperidin-4-yl)phenyl)thiophene-2-carboxylate C(C)O/C=C/C1=C(SC(=C1)C1=CC=C(C=C1)C1CCN(CC1)C)C(=O)[O-].[Li+]